C=CC=C(CCCCCC)O 4-decanedienol